Cl.ClC=1C=C(C=CC1F)C1CCC=2C(=CC=C(C12)F)C(=O)N (3-chloro-4-fluorophenyl)-7-fluoro-2,3-dihydro-1H-indene-4-carboxamide hydrochloride